5-((3-methoxy-4-(4-(trifluoromethyl)piperidin-1-yl)phenyl)amino)-1,3-dimethyl-1,3-dihydro-2H-benzo[d]imidazol-2-one COC=1C=C(C=CC1N1CCC(CC1)C(F)(F)F)NC1=CC2=C(N(C(N2C)=O)C)C=C1